3-(4-(benzyloxy)-1-oxo-6-(trifluoromethyl)isoindolin-2-yl)piperidine-2,6-dione C(C1=CC=CC=C1)OC1=C2CN(C(C2=CC(=C1)C(F)(F)F)=O)C1C(NC(CC1)=O)=O